BrC=1C=C(SC1Br)C(=O)N1C[C@H]([C@@H](CC1)C(=O)N1CCC(CC1)(O)CN1C=NC2=C(C1=O)C=CN2C)C2=CC=CC=C2 3-{[1-({(3R,4R)-1-[(4,5-dibromothien-2-yl)carbonyl]-3-phenylpiperidin-4-yl}carbonyl)-4-hydroxypiperidin-4-yl]methyl}-7-methyl-3,7-dihydro-4H-pyrrolo[2,3-d]pyrimidin-4-one